4-((2-(benzyloxy)ethyl)(2-methoxyethyl)amino)-3-methoxy-N-(5-(5-methyl-1H-pyrazol-1-yl)-1,3,4-thiadiazol-2-yl)-2-oxo-2H-pyran-6-carboxamide C(C1=CC=CC=C1)OCCN(C1=C(C(OC(=C1)C(=O)NC=1SC(=NN1)N1N=CC=C1C)=O)OC)CCOC